4-(4-nitrophenyl)cyclohex-3-ene-1-carboxylic acid ethyl ester C(C)OC(=O)C1CC=C(CC1)C1=CC=C(C=C1)[N+](=O)[O-]